C(C1=CC=CC=C1)OC([C@@H](CCCC(=O)O)C)=O (R)-6-(benzyloxy)-5-methyl-6-oxohexanoic acid